6-(6-((Dimethylamino)methyl)imidazo[1,2-a]pyridin-3-carbonyl)-N-(3-(trifluoromethyl)phenyl)-4,5,6,7-tetrahydrothieno[2,3-c]pyridin-3-carboxamid CN(C)CC=1C=CC=2N(C1)C(=CN2)C(=O)N2CC1=C(CC2)C(=CS1)C(=O)NC1=CC(=CC=C1)C(F)(F)F